C(C1=CC=CC=C1)C1=NN(C=C1C(=O)OCC)CCNC(=O)OC(C)(C)C Ethyl 3-benzyl-1-(2-(tert-butoxycarbonylamino)ethyl)-1H-pyrazole-4-carboxylate